[C@H](C)(CC)[C@@H]1N(CC2=C(NC1=O)C=C(C=C2)F)C(CCO)=O (S)-3-((S)-sec-butyl)-8-fluoro-4-(3-hydroxypropanoyl)-1,3,4,5-tetrahydro-2H-benzo[e][1,4]diazepin-2-one